C1(=CC=CC=2C3=CC=C4C=CC=CC4=C3C=CC12)C1=C(C=2C=CC3=CC=CC=C3C2C=C1)C1=C(C2=CC=CC=C2C=C1)C1=CC=CC2=CC=CC=C12 (chrysenyl(phenanthrenyl))binaphthalene